C(C)(C)(C)OC(=O)N1CCN(CC1)C1=C(C=C(C=C1)N)N1C=NC=C1 4-(4-Amino-2-(1H-imidazol-1-yl)phenyl)piperazine-1-carboxylic acid tert-butyl ester